NC=1C=CC=2N(C1)C(=C(N2)N2CC1=NC=C(C=C1C2=O)C(F)(F)F)S(=O)(=O)CC 6-(6-amino-3-ethylsulfonyl-imidazo[1,2-a]pyridin-2-yl)-3-(trifluoromethyl)-7H-pyrrolo[3,4-b]pyridin-5-one